n-tridecylpropylenediamine C(CCCCCCCCCCCC)NC(CN)C